N,N'-diacetyladipic dihydrazide C(C)(=O)N(NC(C)=O)C(CCCCC(=O)NN)=O